C[C@]12CCC(=O)C([C@@H]1CC=C3[C@@H]2CC[C@@]4([C@@]3(CC[C@H]4C5=CC(=O)NC5=O)C)C)(C)C The molecule is a terpene alkaloid with a tirucallane skeleton isolated from Dysoxylum lenticellatum. It has a role as a metabolite and a plant metabolite. It is a terpene alkaloid, a tetracyclic triterpenoid, a cyclic terpene ketone and a member of maleimides.